FC(C(=O)O)(F)F.ClC=1C(=C(C=C(C1)C)S(=O)(=O)NC1=C(C=C(C=C1F)C#CC=1C=NC=C(C1)F)F)C 3-chloro-N-(2,6-difluoro-4-((5-fluoropyridin-3-yl)ethynyl)phenyl)-2,5-dimethylbenzenesulfonamide 2,2,2-trifluoroacetate